(+/-)-(2-(4-(2-amino-6-methylpyrimidin-4-yl)-1,4-oxazepan-3-yl)phenyl)methanol NC1=NC(=CC(=N1)N1[C@@H](COCCC1)C1=C(C=CC=C1)CO)C |r|